C1(=C(C(=CC(=C1)C)C)S(=O)(=O)ONC(OC(C)(C)C)=O)C tert-butyl [(mesitylsulfonyl)oxy]carbamate